ClC=1C=C(C(=O)N)C=CC1O 3-chloro-4-hydroxy-benzamide